C(C1=CC=CC=C1)OC1=C(OC2=C(C=CC=C2)C(C#N)O)C=C(C=C1)F 2-(2-(benzyloxy)-5-fluorophenoxy)phenyl-2-hydroxyacetonitrile